pyridin-3(6H)-one N1=CC(C=CC1)=O